(2R,3S)-2-(3-(5-bromo-1H-benzo[d]imidazol-1-yl)propyl)piperidin-3-ol dihydrochloride Cl.Cl.BrC1=CC2=C(N(C=N2)CCC[C@H]2NCCC[C@@H]2O)C=C1